4-((2R,3S,4S,5R)-3-(3,4-difluoro-2-methoxyphenyl)-4,5-dimethyl-5-(trifluoromethyl)tetrahydrofuran-2-carboxamido)-N-hydroxypicolinamide FC=1C(=C(C=CC1F)[C@H]1[C@@H](O[C@]([C@H]1C)(C(F)(F)F)C)C(=O)NC1=CC(=NC=C1)C(=O)NO)OC